Cyclopentyl-4,6-dimethyl-2-oxo-pyridine C1(CCCC1)C=1C(NC(=CC1C)C)=O